ClC=1C=CC=2N(C1)C(=C(N2)C#CC2CCOCC2)C 6-chloro-3-methyl-2-((tetrahydro-2H-pyran-4-yl)ethynyl)imidazo[1,2-a]pyridine